FC1=CC2=C(OCCN2)C=C1 6-fluoro-3,4-dihydro-2H-benzo[b][1,4]oxazine